S1CC(C1)SCC1SCC(SC1)CSC1CSC1 2,5-bis(3-thietanylthiomethyl)-1,4-dithiane